Cl.CC1=NC2=CC=C(C=C2C(=C1)N)NC=1C2=C(N=C(N1)C1=CC(=C(C(=C1)OC)OC)OC)CCNC2 2-methyl-N6-(2-(3,4,5-trimethoxyphenyl)-5,6,7,8-tetrahydropyrido[4,3-d]pyrimidin-4-yl)quinoline-4,6-diamine hydrochloride